[Cd].[Ni].[Ni] nickel nickel-cadmium